3-o-tolyloxy-1,2-propylene oxide C1(=C(C=CC=C1)OCC1CO1)C